5-nitropyrimidin-4-amine hydrochloride Cl.[N+](=O)([O-])C=1C(=NC=NC1)N